N1(CCCC1)C1=CC(=[N+](C(=N1)N)[O-])N 6-pyrrolidinyl-2,4-pyrimidinediamine-3-oxide